C(C)(C)(C)C1=C(CCC(C)=O)C(=CC(=C1)O)C(C)(C)C 2,6-di-tertiary butyl-4-hydroxybenzyl-acetone